[O-]S(=O)(=O)C(F)(F)F.[Sc+3].[O-]S(=O)(=O)C(F)(F)F.[O-]S(=O)(=O)C(F)(F)F Scandium Triflat